C(C=C)(=O)NCCO acrylamidoethyl alcohol